ClC1=C(C(=C(C=N1)N)NCC)OC 6-Chloro-N4-ethyl-5-methoxypyridine-3,4-diamine